2-[(3R)-4-[(4aR,8aS)-3,4,4a,5,6,7,8,8a-octahydro-2H-quinolin-1-yl]-3-[(4-chlorophenyl)methyl-cyclopropyl-amino]-4-oxo-butyl]isoindoline-1,3-dione N1(CCC[C@H]2CCCC[C@H]12)C([C@@H](CCN1C(C2=CC=CC=C2C1=O)=O)N(C1CC1)CC1=CC=C(C=C1)Cl)=O